CC(CCCC1=CC=C(C=C1)C(C)=O)C 1-(4-(4-Methyl-n-pentyl)phenyl)ethan-1-one